C(C1=CC=CC=C1)S(=O)(=O)N\N=C(/C)\C=1C=C(NC1)C(=O)OCC ethyl (E)-4-(1-(2-toluenesulfonylhydrazono) ethyl)-1H-pyrrole-2-carboxylate